octyl-decyl-dimethyl-ammonium chloride Ammonium chloride [Cl-].[NH4+].[Cl-].C(CCCCCCC)[N+](C)(C)CCCCCCCCCC